Dilauroylamino-glutamine C(CCCCCCCCCCC)(=O)N(C(CCCCCCCCCCC)=O)N[C@@H](CCC(N)=O)C(=O)O